5-(2-Chlorophenoxy)-4-nitro-1H-indazole ClC1=C(OC=2C(=C3C=NNC3=CC2)[N+](=O)[O-])C=CC=C1